2-chloro-5-iodo-4-isopropoxypyridine ClC1=NC=C(C(=C1)OC(C)C)I